FC=1C(=CC=2C3=C(NC(C2C1)=O)CSCC3=O)F 8,9-difluoro-2H-thiopyrano[3,4-c]isoquinoline-1,6(4H,5H)-dione